1,1,1,2,2,3,3-heptafluoro-3-iodopropane FC(C(C(I)(F)F)(F)F)(F)F